4-{[3-(4-{[1-(2-hydroxyacetyl)piperidin-4-yl]amino}-1-(2,2,2-trifluoroethyl)-1H-indol-2-yl)prop-2-yn-1-yl]amino}-3-methoxy-N,N-dimethylbenzene-1-sulfonamide OCC(=O)N1CCC(CC1)NC1=C2C=C(N(C2=CC=C1)CC(F)(F)F)C#CCNC1=C(C=C(C=C1)S(=O)(=O)N(C)C)OC